(R)-4-(7-(6-fluoro-2-methylpyridin-3-yl)-2-(1H-pyrrolo[2,3-b]pyridin-4-yl)thieno[3,2-d]pyrimidin-4-yl)-3-methylmorpholine FC1=CC=C(C(=N1)C)C1=CSC2=C1N=C(N=C2N2[C@@H](COCC2)C)C2=C1C(=NC=C2)NC=C1